CC1=NC(=CC(=N1)NC1=NN2C(C=C(C=C2)C2=CC(=NC=C2OC[C@@H]2CCC3(CCCC3)O2)C)=C1)C (S)-N-(2,6-dimethylpyrimidin-4-yl)-5-[2-methyl-5-(9-oxaspiro[4.4]nonan-8-ylmethoxy)-4-pyridyl]pyrazolo[1,5-a]pyridin-2-amine